S(=O)(=O)([O-])[O-].[Co+2].[Mn+2].[Ni+2].S(=O)(=O)([O-])[O-].S(=O)(=O)([O-])[O-] nickel-manganese cobalt sulfate